C(#N)CC(=O)N(C)C cyano-N,N-dimethylacetamide